1,2-diphenyl-1,2-di(4-hydroxyphenyl) ethylene 7-methyl-6,7-dihydropyrazolo[1,5-a]pyrazine-5(4H)-carboxylate CC1CN(CC=2N1N=CC2)C(=O)O.C2(=CC=CC=C2)C(=C(C2=CC=C(C=C2)O)C2=CC=CC=C2)C2=CC=C(C=C2)O